4-(5-cyano-2-methoxyphenyl)-N-(5-(N-ethylsulfamoyl)-4,5,6,7-tetrahydrothiazolo[5,4-c]pyridin-2-yl)-6-methylnicotinamide C(#N)C=1C=CC(=C(C1)C1=CC(=NC=C1C(=O)NC=1SC=2CN(CCC2N1)S(NCC)(=O)=O)C)OC